2,4,4-tri-methylpent-2-ene CC(C)=CC(C)(C)C